pentan-2-ylacetate CC(CCC)CC(=O)[O-]